FC(OC1=C(C(=CC(=C1)C1=CN=C2N1C=CC(=C2)OCCCN2CCCCC2)OC)C(=O)N2CC(C2)(C(F)(F)F)O)F [2-(difluoromethoxy)-6-methoxy-4-[7-[3-(1-piperidyl)propoxy]imidazo[1,2-a]pyridin-3-yl]phenyl]-[3-hydroxy-3-(trifluoromethyl)azetidin-1-yl]methanone